FC1=C(C=CC(=C1)[N+](=O)[O-])N1CCC2(CN(C2)C2CCN(CC2)NC(OCC2=CC=CC=C2)=O)CC1 benzyl (4-(7-(2-fluoro-4-nitrophenyl)-2,7-diazaspiro[3.5]nonan-2-yl)piperidin-1-yl)carbamate